1,6-dimethyl-4-[cis-3-methyl-4-(3-methyl-5-piperazin-1-yl-2-pyridyl)-1-piperidyl]pyrazolo[3,4-b]pyridine CN1N=CC=2C1=NC(=CC2N2C[C@H]([C@H](CC2)C2=NC=C(C=C2C)N2CCNCC2)C)C